C(C)(C)(C)N1CCC(CC1)C=1SC=C(N1)C(N[C@H](C(=O)OC)CO)=O Tert-butyl-(S)-4-(4-((3-hydroxy-1-methoxy-1-oxopropan-2-yl)carbamoyl)thiazol-2-yl)piperidine